C1(CC1)C(=O)NC1=CC(=C(N=N1)C(=O)NC([2H])([2H])[2H])NC1=C(C(=CC=C1)C1=NC=C(C=N1)C(C(F)(F)F)(C)O)OC 6-(cyclopropanecarboxamido)-4-((2-methoxy-3-(5-(1,1,1-trifluoro-2-hydroxypropan-2-yl)pyrimidin-2-yl)phenyl)amino)-N-(methyl-d3)pyridazine-3-carboxamide